C1(=CC=CC=C1)NCCCCN N-phenyl-butylenediamine